3-[(4-bromo-3-fluoro-5-methyl-phenyl)methylene]azetidine-1-carboxylic acid tert-butyl ester C(C)(C)(C)OC(=O)N1CC(C1)=CC1=CC(=C(C(=C1)C)Br)F